Cis-2-bromo-7-fluoro-5-phenyl-6,7-dihydro-5H-pyrrolo[1,2-b][1,2,4]triazole BrC=1N=C2N(N1)[C@@H](C[C@@H]2F)C2=CC=CC=C2